(R)-1-(5-(4-cyclohexylphenyl)-2-((R)-1-hydroxypropan-2-yl)-7-oxo-4,7-dihydropyrazolo[1,5-a]pyrimidine-3-carbonyl)pyrrolidine-3-carbonitrile C1(CCCCC1)C1=CC=C(C=C1)C=1NC=2N(C(C1)=O)N=C(C2C(=O)N2C[C@@H](CC2)C#N)[C@H](CO)C